tert-butyl carbonate C(OC(C)(C)C)([O-])=O